BrC1=CC=C(C=C1)N1CC(C1)N(C)C 1-(4-bromophenyl)-N,N-dimethyl-azetidin-3-amine